7-Bromo-3-chloro-5-fluoro-N-(4-methoxybenzyl)quinolin BrC1=CC(=C2C=C(CN(C2=C1)CC1=CC=C(C=C1)OC)Cl)F